C(C)=C1CN(C2=CC=CC=C12)CCC1=CC=CC=C1 3-ethylidene-1-phenethylindolin